C(C)OC(/C=C/C12CN(CC(CC1)C2)C(=O)OC(C)(C)C)=O tert-butyl (E)-1-(3-ethoxy-3-oxoprop-1-en-1-yl)-3-azabicyclo[3.2.1]octane-3-carboxylate